NC(C)(CC)C 2-amino-2-methylbutane